2-[2-[2-[3-[1-(2,6-Dioxo-3-piperidyl)-3-methyl-2-oxo-benzimidazol-4-yl]propoxy]ethoxyl-ethoxy]ethoxy]acetic acid O=C1NC(CCC1N1C(N(C2=C1C=CC=C2CCCOCCOCCOCCOCC(=O)O)C)=O)=O